(cis)-ethyl 6-(1-((3-(tert-butoxycarbonyl)cyclobutyl)sulfonyl)piperidin-4-yl)-4-(3,4-difluoro-2-methylphenyl)-2-(thiazol-2-yl)-1,4-dihydropyrimidine-5-carboxylate C(C)(C)(C)OC(=O)[C@H]1C[C@H](C1)S(=O)(=O)N1CCC(CC1)C1=C(C(N=C(N1)C=1SC=CN1)C1=C(C(=C(C=C1)F)F)C)C(=O)OCC